COC1=CC=CC=2C=3N(C(=NC12)N)N=C(C3)CC3=CC(=CC=C3)C(F)(F)F 7-methoxy-2-(3-(trifluoromethyl)benzyl)pyrazolo[1,5-c]quinazolin-5-amine